tert-butyl N-[1-[4-(5-ethynyl-2-fluoro-anilino)pyrido[3,2-d]pyrimidin-6-yl]azetidin-3-yl]carbamate C(#C)C=1C=CC(=C(NC=2C3=C(N=CN2)C=CC(=N3)N3CC(C3)NC(OC(C)(C)C)=O)C1)F